ClN1CN=CC=C1Cl 3,4-dichloropyrimidine